C1(CC1)C=1OC2=C(C1)C=C(C=C2)C(C)NC=2C1=C(N=C(N2)N2CCN(CC2)C(C)=O)C=NN1C(CC)CC 1-{4-[7-[1-(2-Cyclopropyl-benzofuran-5-yl)-ethylamino]-1-(1-ethyl-propyl)-1H-pyrazolo[4,3-d]pyrimidin-5-yl]-piperazin-1-yl}-ethanon